3-fluoro-N-(1-methylpiperidin-4-yl)-6-[8-(prop-2-enamido)naphthalen-2-yl]pyridine-2-carboxamide FC=1C(=NC(=CC1)C1=CC2=C(C=CC=C2C=C1)NC(C=C)=O)C(=O)NC1CCN(CC1)C